rac-2-((1-methyl-3-(trifluoromethyl)-1H-pyrazol-5-yl)sulfonyl)-6-((tetrahydrofuran-3-yl)methyl)-2,6-diazaspiro[3.3]heptane CN1N=C(C=C1S(=O)(=O)N1CC2(C1)CN(C2)C[C@@H]2COCC2)C(F)(F)F |r|